ClC=1C(=NC(=NC1)N1CCC(CC1)C(=O)O)NC1=CC2=C(N(C(N2C)=O)CCC(C)(C)O)C=C1 1-[5-chloro-4-[[1-(3-hydroxy-3-methyl-butyl)-3-methyl-2-oxo-benzimidazol-5-yl]amino]pyrimidin-2-yl]piperidine-4-carboxylic acid